[O-]P([O-])(=O)OP(=O)([O-])O.[Rb+].[Rb+].[Rb+] trirubidium diphosphate